C(#N)C1=NC=CC(=C1)NC(C1=C(C=C(C=C1)C(F)(F)F)OC1=C(C=C(C=C1)F)C)=O N-(2-cyanopyridin-4-yl)-2-(4-fluoro-2-methylphenoxy)-4-(trifluoromethyl)benzamide